F[C@@H]1CN(CC[C@H]1NC1=NN2C(C(=N1)OC)=C(C=C2)C=2C=CC1=C(N(N=N1)[C@@H](CF)C)C2)C2COC2 N-((3R,4R)-3-fluoro-1-(oxetan-3-yl)piperidin-4-yl)-5-(1-((R)-1-fluoropropan-2-yl)-1H-benzo[d][1,2,3]triazol-6-yl)-4-methoxypyrrolo[2,1-f][1,2,4]triazin-2-amine